N[C@@H]1CN(CC[C@H]1F)C1=NC2=C(N1CC1=CC=CC(=N1)C#N)C=C(C(=C2)F)F 6-((2-((3R,4R)-3-Amino-4-fluoro-1-piperidinyl)-5,6-difluoro-1H-benzimidazol-1-yl)methyl)-2-pyridincarbonitril